C(C)S(=O)(=NC1CNCC(C1)C)C ethyl(methyl)((5-methylpiperidin-3-yl)imino)-λ6-sulfanone